FC(C1=C(C(=C(C=C1)[C@@H]1[C@H](O[C@]([C@H]1C)(C(F)(F)F)C)C(=O)NC1=CC(=NC=C1)C(=O)N)OC)F)F (2S,3R,4S,5R)-4-[[3-[4-(Difluoromethyl)-3-fluoro-2-methoxy-phenyl]-4,5-dimethyl-5-(trifluoromethyl)-tetrahydrofuran-2-carbonyl]amino]pyridin-2-carboxamid